COC(=O)C=1N=NC(=CC1NC1=CC(=C(C=C1)C1CCOCC1)F)C1=C(C=CC=C1F)F 6-(2,6-difluorophenyl)-4-((3-fluoro-4-(tetrahydro-2H-pyran-4-yl)phenyl)amino)pyridazine-3-carboxylic acid methyl ester